1-[(3-Ethyl-1,2-oxazol-5-yl)(oxan-4-yl)sulfamoyl]-3-(1,2,3,5,6,7-hexahydro-s-indacen-4-yl)urea Sodium Salt [Na].C(C)C1=NOC(=C1)N(S(=O)(=O)NC(=O)NC1=C2CCCC2=CC=2CCCC12)C1CCOCC1